N-tert-butyl-4-[[(1S) or (1R)-4-chloro-7-hydroxy-indan-1-carbonyl]amino]pyridine-2-carboxamide C(C)(C)(C)NC(=O)C1=NC=CC(=C1)NC(=O)[C@H]1CCC2=C(C=CC(=C12)O)Cl |o1:16|